2-(4,4-difluoro-3-methylpiperidin-1-yl)-7-fluoroquinoline-3-carboxamide FC1(C(CN(CC1)C1=NC2=CC(=CC=C2C=C1C(=O)N)F)C)F